1-(2-((4-(4-methylpiperazin-1-yl)phenyl)amino)-5-((triisopropylsilyl)ethynyl)pyrido[2,3-d]pyrimidin-7-yl)-3-(3-methyltetrahydrofuran-3-yl)urea CN1CCN(CC1)C1=CC=C(C=C1)NC=1N=CC2=C(N1)N=C(C=C2C#C[Si](C(C)C)(C(C)C)C(C)C)NC(=O)NC2(COCC2)C